ClC1=C(N(C=2N=CC=C(C21)C=O)C2COC2)C chloro-2-methyl-1-(oxetan-3-yl)-1H-pyrrolo[2,3-b]pyridine-4-carbaldehyde